C(C)(C)(C)C1=C(C=CC=C1)C1=CC(=CC=C1)NC1=CC=CC2=C(C=CC=C12)C1=NC=NC=N1 N-(2'-tert-butyl-[1,1'-biphenyl]-3-yl)-5-(1,3,5-triazin-2-yl)naphthylamine